{(S)-14-[(E)-3-(5-Chloro-2-tetrazol-1-yl-phenyl)-acryloylamino]-9-oxo-10-oxa-8,16,18-triaza-tricyclo[13.2.1.02,7]octadeca-1(17),2,4,6,15(18)-pentaen-5-yl}-carbamic Acid methyl ester COC(NC1=CC=C2C3=CNC([C@H](CCCOC(NC2=C1)=O)NC(\C=C\C1=C(C=CC(=C1)Cl)N1N=NN=C1)=O)=N3)=O